CNC(=O)C=1N=NN(C1)C1CN(CC1)C=1N=NC(=CC1)NC(CC1=CC(=CC=C1)OC(F)(F)F)=O N-Methyl-1-(1-(6-(2-(3-(trifluoromethoxy)phenyl)acetamido)pyridazin-3-yl)pyrrolidin-3-yl)-1H-1,2,3-triazole-4-carboxamide